ClC=1C=C(C2=C(C1)C1(CCN(CC1)CCOC1=CC3=C(N(C=N3)C3CC(C3)(C)O)C(=C1)C(F)(F)F)S(N2)(=O)=O)Cl 5,7-dichloro-1'-{2-[1-(3-hydroxy-3-methylcyclobutyl)-7-(trifluoromethyl)-1H-1,3-benzimidazol-5-yloxy]ethyl}-1H,2H-spiro[2λ6,1-benzisothiazole-3,4'-piperidine]-2,2-dione